(S)-3-methyl-2-(2-(oxepan-4-yl)-2H-pyrazolo[3,4-b]pyridin-6-yl)-5-(trifluoromethyl)phenol CC=1C(=C(C=C(C1)C(F)(F)F)O)C=1C=CC=2C(N1)=NN(C2)[C@@H]2CCOCCC2